(2S,3R)-3-fluoro-1-{8-fluoro-7-[7-fluoro-3-(methoxymethoxy)-8-[2-(triisopropylsilyl)ethynyl]naphthalen-1-yl]-2-(methylsulfanyl)pyrido[4,3-d]pyrimidin-5-yl}-2-methylpyrrolidine F[C@H]1[C@@H](N(CC1)C1=NC(=C(C=2N=C(N=CC21)SC)F)C2=CC(=CC1=CC=C(C(=C21)C#C[Si](C(C)C)(C(C)C)C(C)C)F)OCOC)C